5-methoxy-2,3-dihydrothieno[3',2':3,4]benzo[1,2-b][1,4]dioxin-8-carboxylic acid COC1=CC2=C(C3=C1OCCO3)C=C(S2)C(=O)O